N1=NC=C(C=C1)NC(=O)[C@@H]1CC12CCN(CC2)C(=O)OC(C(F)(F)F)C(F)(F)F |r| 1,1,1,3,3,3-hexafluoro-propan-2-yl (±)-1-(pyridazin-4-ylcarbamoyl)-6-azaspiro[2.5]-octane-6-carboxylate